C(C(C)C)C1=CC(=CC=2N1N=C(C2)C)C=2NC1=CC=C(C=C1C2C(C)C)C2CCNCC2 7-isobutyl-5-(3-isopropyl-5-(piperidin-4-yl)-1H-indol-2-yl)-2-methylpyrazolo[1,5-a]pyridine